C(C(C)C)O[Ti](C(CC(=O)COCC)=O)(C(CC(=O)COCC)=O)OCC(C)C diisobutoxydi(ethoxyacetoacetyl)titanium